FC=1C=CC(=NC1C1(CCC1)O)N1N(C(C=2C1=NC(=NC2)SC)=O)C(C)C 1-(5-fluoro-6-(1-hydroxycyclobutyl)pyridin-2-yl)-2-isopropyl-6-(methylthio)-1,2-dihydro-3H-pyrazolo[3,4-d]pyrimidin-3-one